ClCCC=1C=C2CN(C(C2=CC1)=O)N1C(NC(CC1)=O)=O 1-(5-(2-chloroethyl)-1-oxoisoindolin-2-yl)dihydropyrimidine-2,4(1H,3H)-dione